FC[C@@H]1[C@@H](C1)C(=O)NC=1N=CC2=C(N=CC(=C2C1)C=1OC2=C(N1)C=C(C=C2)N2CCOCC2)NC (1R,2S)-2-(fluoromethyl)-N-(8-(methylamino)-5-(5-morpholinylbenzo[d]oxazol-2-yl)-2,7-naphthyridin-3-yl)cyclopropane-1-carboxamide